C(#N)C1=CC=C(N1)C(=O)NC=1C(=NC(=CC1)C1(C(C2(C(C(C(C1)(O2)CO)[2H])[2H])CO)[2H])[2H])C2=CCC(CC2)(C)C 5-Cyano-N-[2-(4,4-dimethylcyclohexen-1-yl)-6-[2,3,6,7-tetradeuterio-1,5-bis(hydroxymethyl)-8-oxabicyclo[3.2.1]octan-3-yl]-3-pyridyl]-1H-pyrrole-2-carboxamide